O1C=CC2=C1C=CC(=C2)CC(CF)NC 1-(benzofuran-5-yl)-3-fluoro-N-methylpropan-2-amine